2,5-dimethyl-2,5-di-t-butylhexyne CC(C)(C#CC(C)(C(C)(C)C)C)C(C)(C)C